2-(3-methylisoxazol-5-yl)-N-(5-((1S,3R)-3-((4-(prop-1-en-2-yl)pyridin-3-yl)oxy)cyclopentyl)-1H-pyrazol-3-yl)acetamide CC1=NOC(=C1)CC(=O)NC1=NNC(=C1)[C@@H]1C[C@@H](CC1)OC=1C=NC=CC1C(=C)C